[(3-hydroxyphenazin-2-yl)(methyl)amino]acetic acid OC=1C(=CC2=NC3=CC=CC=C3N=C2C1)N(C)CC(=O)O